FC1=C(C#N)C(=C(C(=C1F)CO)F)F 2,3,5,6-tetrafluoro-4-hydroxymethyl-benzonitrile